C(\C=C\C(=O)O)(=O)O.C(C)N(C(C1=C(C=CC(=C1)F)OC1=C(N=CN=N1)N1CC2(CN(C2)[C@@H](C(C)C)CCCNCCOC)CC1)=O)C(C)C (R)-N-ethyl-5-fluoro-N-isopropyl-2-((5-(2-(6-((2-methoxyethyl)amino)-2-methylhexan-3-yl)-2,6-diazaspiro[3.4]octan-6-yl)-1,2,4-triazin-6-yl)oxy)benzamide fumarate